((((rel-(2R,4R)-1-(1H-Imidazole-1-carbonyl)azetidine-2,4-diyl)bis(methylene))bis(oxy))bis(2-oxoethane-2,1-diyl))bis(propane-2,1,3-triyl) tetranonanoate C(CCCCCCCC)(=O)OCC(COC(CCCCCCCC)=O)CC(=O)OC[C@H]1C[C@@H](N1C(=O)N1C=NC=C1)COC(CC(COC(CCCCCCCC)=O)COC(CCCCCCCC)=O)=O |o1:30,32|